SC=CC=1SCCC1 sulfydryl-vinyl-(thiolene)